N[C@H]1CN(CCC1)C(=O)C1=CC2=C(N(C(=N2)C=2N3CCC(NC4=CC=CC(C2)=C34)=O)C)C(=C1)OC 2-[5-[(3R)-3-aminopiperidine-1-carbonyl]-7-methoxy-1-methyl-benzoimidazol-2-yl]-1,9-diazatricyclo[6.4.1.04,13]tridec-2,4(13),5,7-tetraen-10-one